nonadeutero-tert-butyltin tris(tert-butoxide) CC(C)(C)[O-].CC(C)(C)[O-].CC(C)(C)[O-].[2H]C(C(C([2H])([2H])[2H])(C([2H])([2H])[2H])[Sn+3])([2H])[2H]